COC1=C(C(=O)O)C=CC(=C1)C1=CC=NC=C1 2-methoxy-4-(pyridin-4-yl)benzoic acid